C1(=CCCC1)O cyclopentenol